FC(C1=CC(=NN1C)\C(\N)=N/O)F (E)-5-(difluoromethyl)-N'-hydroxy-1-methyl-1H-pyrazole-3-carboximidamide